C1(=CC=CC=C1)C(C1=CC=CC=C1)=NC(CC(=O)C1=CC=CC=C1)C1=CC=CC=C1 3-((diphenylmethylene)amino)-1,3-Diphenylpropan-1-one